C(#N)C1(C(CNC1C1=CC=CC=C1)C1=CC=C(C=C1)Br)C#N 4,4-dicyano-3-(4-bromophenyl)-5-phenyl-pyrrolidine